(S)-N-(4-(4-Amino-6-ethynyl-5-(quinolin-3-yl)-7H-pyrrolo[2,3-d]pyrimidin-7-yl)-bicyclo[2.2.1]heptan-1-yl)-4-methylmorpholine-2-carboxamide NC=1C2=C(N=CN1)N(C(=C2C=2C=NC1=CC=CC=C1C2)C#C)C21CCC(CC2)(C1)NC(=O)[C@@H]1CN(CCO1)C